ClC1=CC(=CC(=N1)N1C(C2=CC=CC(=C2C1)C(F)(F)F)=O)C=1N(N=CC1C1=NN=CN1C)C 2-{6-chloro-4-[2-methyl-4-(4-methyl-1,2,4-triazol-3-yl)pyrazol-3-yl]pyridin-2-yl}-4-(trifluoromethyl)-3H-isoindol-1-one